1-(2-(4-((tert-butyldiphenylsilyl)oxy)but-2-yl)-6-(2-(trifluoromethyl)phenyl)-2H-indazol-3-yl)benzene-1,4-diamine [Si](C1=CC=CC=C1)(C1=CC=CC=C1)(C(C)(C)C)OCCC(C)N1N=C2C=C(C=CC2=C1C1(CC=C(C=C1)N)N)C1=C(C=CC=C1)C(F)(F)F